ClC=1C=NN(C1C1=NN2C(N(C(CC2)=O)CC2=CC(=C(C=C2)C=2N=C(N(C2)C)C)Cl)=C1)C(C)C 2-(4-chloro-1-isopropyl-1H-pyrazol-5-yl)-4-(3-chloro-4-(1,2-dimethyl-1H-imidazol-4-yl)benzyl)-6,7-dihydropyrazolo[1,5-a]pyrimidin-5(4H)-one